(5s,7s)-2-cyclopropylsulfanyl-5-(2,6-difluorophenyl)-7-fluoro-6,7-dihydro-5H-pyrrolo[1,2-b][1,2,4]triazole C1(CC1)SC=1N=C2N(N1)[C@@H](C[C@@H]2F)C2=C(C=CC=C2F)F